(5R)-5-hydroxy-4-benzyl-dihydrofuran OC1=C(CCO1)CC1=CC=CC=C1